(1R,2R)-N-((S)-3-(3-chloro-4-hydroxyphenyl)-2-(dimethylamino)propyl)-2-methyl-2-phenylcyclopropane-1-carboxamide ClC=1C=C(C=CC1O)C[C@@H](CNC(=O)[C@H]1[C@@](C1)(C1=CC=CC=C1)C)N(C)C